N1(CCCCC1)C1CCN(CC1)C(=O)N1C(C=CC2=CC=C(C=C12)OCCCCN1CCN(CC1)C1=CC=CC=2SC=CC21)=O 1-(1,4'-bipiperidine-1'-carbonyl)-7-(4-(4-(benzo[b]thiophen-4-yl)piperazin-1-yl)butoxy)quinolin-2(1H)-one